5-((4,6-Dichloroindolin-1-yl)sulfonyl)isoquinolin-1(2H)-one ClC1=C2CCN(C2=CC(=C1)Cl)S(=O)(=O)C1=C2C=CNC(C2=CC=C1)=O